2-oxo-2-phenyl-acetic acid O=C(C(=O)O)C1=CC=CC=C1